C(=CC)C1=CC2=C(OCO2)C=C1 5-(1-propenyl)-1,3-benzodioxol